tert-butyl (2S)-2-{[(4-cyanopyridin-3-yl)oxy]methyl}-2-methylpyrrolidine-1-carboxylate C(#N)C1=C(C=NC=C1)OC[C@]1(N(CCC1)C(=O)OC(C)(C)C)C